2-chloro-N-{[3-(4-{[(3S,4R)-3-fluoro-1-methylpiperidin-4-yl]amino}-1-(2,2,2-trifluoroethyl)-1H-indol-2-yl)-1,2,4-oxadiazol-5-yl]methyl}thiophene-3-carboxamide ClC=1SC=CC1C(=O)NCC1=NC(=NO1)C=1N(C2=CC=CC(=C2C1)N[C@H]1[C@H](CN(CC1)C)F)CC(F)(F)F